CP(=O)(C)C1=C(C=CC=C1)NC1=NC(=NC=C1C(F)(F)F)NC1CNCCC1 N4-[2-(dimethylphosphoryl)phenyl]-N2-(piperidin-3-yl)-5-(trifluoromethyl)pyrimidine-2,4-diamine